NNC(=[Se])N selenosemicarbazide